tert-butyl (2-(((1r,3S)-3-((tert-butoxycarbonyl)amino)cyclobutyl)methoxy)pyridin-4-yl)(1-(tert-butyl)-3-((1S,3R)-3-(((4-nitrophenoxy)carbonyl)oxy)cyclopentyl)-1H-pyrazol-5-yl)carbamate C(C)(C)(C)OC(=O)NC1CC(C1)COC1=NC=CC(=C1)N(C(OC(C)(C)C)=O)C1=CC(=NN1C(C)(C)C)[C@@H]1C[C@@H](CC1)OC(=O)OC1=CC=C(C=C1)[N+](=O)[O-]